1-(4-methylbenzoyl)-2-morpholinopropane CC1=CC=C(C(=O)CC(C)N2CCOCC2)C=C1